Dodecyl-heptaN C(CCCCCCCCCCC)CCCCCCC